Cl.ClC=1C=C(C=CC1)[C@H](C)N (1S)-1-(3-chlorophenyl)ethanamine hydrochloride